(R)-12-((S)-7,8-Difluoro-6,11-Dihydrodibenzo[b,e]Thiepin-11-yl)-9-(Dimethylphosphoryl)-7-Hydroxy-3,4,12,12a-Tetrahydro-1H-[1,4]Oxazino[3,4-c]Pyrido[2,1-f][1,2,4]Triazine-6,8-Dione FC1=C(C=CC=2[C@@H](C3=C(SCC21)C=CC=C3)N3N2C(C(N1[C@H]3COCC1)=O)=C(C(C(=C2)P(=O)(C)C)=O)O)F